6-chloro-8-(4-chlorophenyl)-2-ethoxypteridine-7(8H)-one ClC1=NC=2C=NC(=NC2N(C1=O)C1=CC=C(C=C1)Cl)OCC